(R)-6-(3-(2,5-difluorophenyl)isoxazolidin-2-yl)-N-(3-methoxy-4-(4-(4-methylpiperazin-1-yl)piperidin-1-yl)phenyl)pyrimidin-4-amine FC1=C(C=C(C=C1)F)[C@@H]1N(OCC1)C1=CC(=NC=N1)NC1=CC(=C(C=C1)N1CCC(CC1)N1CCN(CC1)C)OC